1-((3,3-difluoro-1-methylcyclobutyl)methyl)-3-(3,3-difluorocyclopentyl)-N-(2-(S-methylsulfonimidoyl)pyridin-4-yl)-4-(trifluoromethyl)-1H-pyrazole-5-carboxamide FC1(CC(C1)(C)CN1N=C(C(=C1C(=O)NC1=CC(=NC=C1)S(=O)(=N)C)C(F)(F)F)C1CC(CC1)(F)F)F